[Si](C)(C)(C(C)(C)C)OCC1=C(C(=O)O)C=CC(=C1)C(=O)N1CCN(CC1)C(C1=CC(=C(C(=C1)OCCCCCCCCCCCCCCCCCC)OCCCCCCCCCCCCCCCCCC)OCCCCCCCCCCCCCCCCCC)=O 2-(((tert-butyldimethylsilyl)oxy)methyl)-4-(4-(3,4,5-tris(octadecyloxy)benzoyl)piperazine-1-carbonyl)benzoic acid